(2R)-2-[[9-isopropyl-6-(N-methylanilino)purin-2-yl]amino]butan-1-ol hydrochloride Cl.C(C)(C)N1C2=NC(=NC(=C2N=C1)N(C1=CC=CC=C1)C)N[C@@H](CO)CC